Tert-butyl (1-((1R,4R)-4-((benzyloxy)methyl)cyclohexyl)-3-(difluoromethoxy)-1H-pyrazol-4-yl)carbamate C(C1=CC=CC=C1)OCC1CCC(CC1)N1N=C(C(=C1)NC(OC(C)(C)C)=O)OC(F)F